tert-butyl (3R,4S)-4-((7-(1-(1-ethoxyethyl)-1H-pyrazol-4-yl)-8-isopropoxy-[1,2,4]triazolo[1,5-C]pyrimidin-2-yl) amino)-3-methylpiperidine-1-carboxylate C(C)OC(C)N1N=CC(=C1)C1=C(C=2N(C=N1)N=C(N2)N[C@@H]2[C@@H](CN(CC2)C(=O)OC(C)(C)C)C)OC(C)C